CC=1C=CC(=C(C1)C1=CC=CC=C1)C1=C(C=2C(=NC=CC2)N1)CCC(=O)N 3-(2-(5-methyl-[1,1'-biphenyl]-2-yl)-1H-pyrrolo[2,3-b]pyridin-3-yl)propanamide